4-(2-((1R,3R)-1-(butyryloxy)-3-((2s,3s)-N,3-dimethyl-2-((R)-1-methylpiperidine-2-carboxamido)pentanamido)-4-methylpentyl)thiazole-4-carboxamido)-2-methyl-5-phenylpentanoic acid C(CCC)(=O)O[C@H](C[C@H](C(C)C)N(C([C@H]([C@H](CC)C)NC(=O)[C@@H]1N(CCCC1)C)=O)C)C=1SC=C(N1)C(=O)NC(CC(C(=O)O)C)CC1=CC=CC=C1